(2S,5R,6S)-5,6-bis(4-bromophenyl)-4-methyl-2-(2-propen-1-yl)-3-morpholinone BrC1=CC=C(C=C1)[C@@H]1[C@@H](O[C@H](C(N1C)=O)CC=C)C1=CC=C(C=C1)Br